N1(C=CC2=CC=CC=C12)C(=O)N 1H-indol-1-carboxamide